trans-4-(((trans-4-(6-Cyano-5-methoxypyridin-2-yl)cyclohexyl)methyl)(3-(1-isopropyl-1H-pyrazol-4-yl)phenyl)carbamoyl)cyclohexyl methylcarbamate CNC(O[C@@H]1CC[C@H](CC1)C(N(C1=CC(=CC=C1)C=1C=NN(C1)C(C)C)C[C@@H]1CC[C@H](CC1)C1=NC(=C(C=C1)OC)C#N)=O)=O